(2R)-N-((S)-(3-chloro-2,4-difluorophenyl)(trans-3-cyclopropylcyclobutyl)methyl)-2-methyl-3-oxopiperazine-1-carboxamide ClC=1C(=C(C=CC1F)[C@@H](NC(=O)N1[C@@H](C(NCC1)=O)C)[C@@H]1C[C@H](C1)C1CC1)F